2-methoxy-3,5-dimethylpyrazine COC1=NC=C(N=C1C)C